[N+](#[C-])C=1C=C(C#N)C=CC1 3-ISOCYANOBENZONITRILE